(1S,2S,3S,6R)-4-(fluoromethyl)-6-((3-(4-(trifluoromethyl)cyclohexyl)propyl)amino)cyclohex-4-ene-1,2,3-triol FCC=1[C@@H]([C@@H]([C@H]([C@@H](C1)NCCCC1CCC(CC1)C(F)(F)F)O)O)O